2-cyclopropyl-4-(2-(2,4-difluorophenoxy)-5-(ethylsulfonamido)phenyl)-6-methylpyridine 1-oxide C1(CC1)C1=[N+](C(=CC(=C1)C1=C(C=CC(=C1)NS(=O)(=O)CC)OC1=C(C=C(C=C1)F)F)C)[O-]